(5S,6S,9R)-5-amino-6-(2,3-difluorophenyl)-6,7,8,9-tetrahydro-5H-cyclohepta[b]pyridin-9-yl 2'-oxo-1,1',2',3-tetrahydrospiro[indene-2,3'-pyrrolo[2,3-b]pyridine]-5-yl-carbamate O=C1C2(C=3C(=NC=CC3)N1)CC1=CC=C(C=C1C2)NC(O[C@@H]2CC[C@H]([C@@H](C=1C2=NC=CC1)N)C1=C(C(=CC=C1)F)F)=O